N-(5-chloro-6-(4-hydroxyphenoxy)pyrimidin-4-yl)-4-methylbenzamide ClC=1C(=NC=NC1OC1=CC=C(C=C1)O)NC(C1=CC=C(C=C1)C)=O